CN1N=CC=2C(NC=3C=CC=CC3C21)=O 1-methyl-1,5-dihydro-4H-pyrazolo[4,3-c]quinolin-4-one